L-2-oxothiazole-4-carboxylic acid O=C1SC=C(N1)C(=O)O